1,2-dimethyl-1,4-diaminobutane CC(C(CCN)C)N